3a,12α-Dihydroxy-5β-cholanic acid sodium salt [Na+].O[C@H]1C[C@H]2CC[C@H]3[C@@H]4CC[C@H]([C@@H](CCC(=O)[O-])C)[C@]4([C@H](C[C@@H]3[C@]2(CC1)C)O)C